3,6-dimethyl-6H-benzo[5,6]indeno[1,7-bc]azepine-5-carbaldehyde CC=1C=CC2=C3C(N1)=C(C(C3=CC3=C2C=CC=C3)C)C=O